ethyl 6-sulfamoylimidazo[1,2-a]pyridine-2-carboxylate S(N)(=O)(=O)C=1C=CC=2N(C1)C=C(N2)C(=O)OCC